tetrasodium iminodisuccinate N(C(C(=O)[O-])CC(=O)[O-])C(C(=O)[O-])CC(=O)[O-].[Na+].[Na+].[Na+].[Na+]